C(C)(C)(C)OC(=O)N1CCNCC1 4-t-butoxycarbonyl-piperazine